5,7,4'-trihydroxy-dihydroflavonol OC1=C2C(C(C(OC2=CC(=C1)O)C1=CC=C(C=C1)O)O)=O